C(C)(C)(C)OC(NC1=CN(C(CC1)CNC(=O)C=1NC2=CC(=CC=C2C1)C1=CC=C(C=C1)F)CC1=CC=CC=C1)=O (1-benzyl-6-((6-(4-fluorophenyl)-1H-indole-2-carboxamido)methyl)-1,4,5,6-tetrahydropyridin-3-yl)carbamic acid tert-butyl ester